5-(Azetidin-3-yl)-N-methylpyridinamide N1CC(C1)C=1C=CC(=NC1)C(=O)NC